(5-mercapto-1,3,4-thiadiazole-2-yl-thio)acetic acid SC1=NN=C(S1)SCC(=O)O